N'-[1-(3-bromo-2-fluoro-phenyl)-2,2,2-trifluoro-ethyl]-N'-cyclopropyl-ethane-1,2-diamine BrC=1C(=C(C=CC1)C(C(F)(F)F)N(CCN)C1CC1)F